6-(ethylsulfonyl)-1-methyl-5-(1-methyl-5-(4-(trifluoromethoxy)phenyl)-1H-imidazol-2-yl)-2-(trifluoromethyl)-1H-benzo[d]imidazole C(C)S(=O)(=O)C=1C(=CC2=C(N(C(=N2)C(F)(F)F)C)C1)C=1N(C(=CN1)C1=CC=C(C=C1)OC(F)(F)F)C